C1(CC1)C=1C(=CC(N2C(CSC12)C(=O)O)=O)CC1=CC(=CC=C1)C(F)(F)F 7-cyclopropyl-4-oxo-6-{[m-(trifluoromethyl)phenyl]methyl}-1-thia-3a-aza-3-indancarboxylic acid